6-Methyl-5-(2-methylpiperazin-1-yl)-2,3-dihydro-1,4-benzodioxine CC1=C(C2=C(OCCO2)C=C1)N1C(CNCC1)C